CC(=CCC=1C(=C(C(=CC1O)CCCCC)C(=O)N1CCCC1)O)CCC=C(C)C (3-(3,7-dimethylocta-2,6-dien-1-yl)-2,4-dihydroxy-6-pentylphenyl)(pyrrolidin-1-yl)methanone